[OH-].C(C)C=1NC=C[NH+]1 ethylimidazolium hydroxide